6-methyl-5-(8-methyl-[1,2,4]triazolo[1,5-a]pyridin-6-yl)-1-(1-propylpiperidin-4-yl)-1,3-dihydro-2H-benzo[d]imidazol-2-one CC=1C(=CC2=C(N(C(N2)=O)C2CCN(CC2)CCC)C1)C=1C=C(C=2N(C1)N=CN2)C